FC(C(=O)[O-])(F)F.BrC1=CN=C(S1)C1C[NH2+]C1 3-(5-bromothiazol-2-yl)azetidine-1-ium trifluoroacetate